N-((1r,4r)-4-Aminocyclohexyl)-4-(isopropylamino)-2-(thiazol-5-yl)thieno[2,3-b]pyridin-5-carboxamid NC1CCC(CC1)NC(=O)C=1C(=C2C(=NC1)SC(=C2)C2=CN=CS2)NC(C)C